CC=1C=C(C=C(C1OC1COC1)C)C=1OC2=CC(=CC(=C2C(C1O)=O)O)O 2-[3,5-dimethyl-4-(oxetan-3-yloxy)phenyl]-3,5,7-trihydroxy-chromen-4-one